C(CC1=CC=CC=C1)C1(CCN(CC1)CC1=CC=C(C=C1)NC(=O)N)C1=NC=CC=C1 1-(4-((4-phenethyl-4-(pyridin-2-yl)piperidin-1-yl)methyl)phenyl)urea